FC=1C=2N(C=C(C1)NC(=O)C=1C=CC(=C3C=C(N=NC13)OC)N1C[C@H](N([C@H](C1)C)C(=O)OC(C)(C)C)C)C=C(N2)C tert-butyl (2R,6S)-4-[8-({8-fluoro-2-methylimidazo[1,2-a]pyridin-6-yl}carbamoyl)-3-methoxycinnolin-5-yl]-2,6-dimethylpiperazine-1-carboxylate